NC1C(NS(CC1)(CCC(C)(C)C)=O)=O 4-amino-1-(3,3-dimethylbutyl)-5,6-dihydro-1,2-thiazin-3(4H)-one 1-oxide